CC([C@@H](C(=O)N1C(C2C(C2C1)(C)C)C(=O)O)NC(C(F)(F)F)=O)(C)C 3-[(2S)-3,3-dimethyl-2-[(2,2,2-trifluoroacetyl)amino]butanoyl]-6,6-dimethyl-3-azabicyclo[3.1.0]hexane-2-carboxylic acid